CN1C(N(C2=C1C(=CC=C2)CCCC2CCNCC2)C2C(NC(CC2)=O)=O)=O 3-[3-Methyl-2-oxo-4-[3-(4-piperidyl)propyl]benzimidazol-1-yl]piperidine-2,6-dione